FC(C=1C=CC=C2C(C(NC12)=O)=O)(F)F 7-(trifluoromethyl)indole-2,3-dione